BrC1=CC2=C(C(CO2)NC(OC)=O)C(=C1)F methyl N-(6-bromo-4-fluoro-2,3-dihydrobenzofuran-3-yl)carbamate